2-(1-(cyclopropylsulfonyl)-1H-pyrazol-4-yl)-N-(4-(4-(4-methylpiperazin-1-yl)piperidin-1-yl)-5-(thiophen-3-ylethynyl)pyridin-2-yl)pyrimidin-4-amine C1(CC1)S(=O)(=O)N1N=CC(=C1)C1=NC=CC(=N1)NC1=NC=C(C(=C1)N1CCC(CC1)N1CCN(CC1)C)C#CC1=CSC=C1